[5-(2-Cyanovinyl)-4-(cyclopentylamino)pyrimidin-2-yl]-N-[4-(4-methylpiperazin-1-yl)phenyl]-5-((3aS,4S,6aR)-2-oxohexahydro-1H-thieno[3,4-d]imidazol-4-yl)pentanamide C(#N)C=CC=1C(=NC(=NC1)C(C(=O)NC1=CC=C(C=C1)N1CCN(CC1)C)CCC[C@@H]1SC[C@@H]2NC(N[C@@H]21)=O)NC2CCCC2